OCCN1CCN(CC1)CCCC(=O)[O-] 4-(4-(2-hydroxyethyl)piperazin-1-yl)butanoate